C1C(CC12CCNCC2)S(=O)(=O)C2=CC(=C(NC1=NC=C3C(=N1)N(C(N(C3)C)=O)C3CCCC3)C=C2)C 7-[4-(7-Azaspiro[3.5]nonan-2-ylsulfonyl)-2-methyl-anilino]-1-cyclopentyl-3-methyl-4H-pyrimido[4,5-d]pyrimidin-2-one